ClC=1C=C(C(=O)O)C=CC1N(C)C1=CC(=CC(=C1)C1CCCCC1)C1CCCCC1 3-chloro-4-((3,5-dicyclohexylphenyl)(methyl)amino)benzoic acid